ClC1=CC=C(C=C1)[C@@H]1CN(C[C@H]1C)C(=O)C1=CC(=NN1)C1=CN=NC=C1 [(3R,4S)-3-(4-chlorophenyl)-4-methyl-pyrrolidin-1-yl]-(3-pyridazin-4-yl-1H-pyrazol-5-yl)methanone